C(CC)C1=C(C(=C(C=C1)OC(C)(C1CCCCC1)C1CCCCC1)F)F propyl-dicyclohexyl-2,3-difluorophenetole